C1(CCCC1)N(C(=O)OCC1=C(SC(=C1)F)C1=CC=C(C(=N1)C)O[C@@H]1C[C@H](CCC1)C(=O)[O-])C (1S,3S)-3-((6-(3-(((cyclopentyl(Methyl)carbamoyl)oxy)methyl)-5-fluorothiophen-2-yl)-2-methylpyridin-3-yl)oxy)cyclohexane-1-carboxylate